8-chloro-6-(2-fluorophenyl)-4-hydroxy-4H-imidazo[1,2-a][1,4]benzodiazepine-2-carboxylic acid ClC=1C=CC2=C(C(=NC(C=3N2C=C(N3)C(=O)O)O)C3=C(C=CC=C3)F)C1